O1CC(CC1)COC(COC1=NC=CC=C1OC1=C(C=C(C(=C1)N1C(N(C(=CC1=O)C(F)(F)F)C)=O)F)Cl)=O Tetrahydrofuran-3-ylmethyl-[(3-{2-chloro-4-fluoro-5-[3-methyl-2,6-dioxo-4-(trifluoromethyl)-3,6-dihydropyrimidin-1(2H)-yl]phenoxy}pyridin-2-yl)oxy]acetat